FC(OC=1C=C2NC=C(CCN)C2=CC1)(F)F 6-trifluoromethoxy-tryptamine